5-isopropyl-8-((2s,3r)-2-methyl-3-((methylsulfonyl)methyl)azetidin-1-yl)-N-(2-(pyridin-3-yl)pyrimidin-4-yl)isoquinolin-3-amine C(C)(C)C1=C2C=C(N=CC2=C(C=C1)N1[C@H]([C@@H](C1)CS(=O)(=O)C)C)NC1=NC(=NC=C1)C=1C=NC=CC1